(E)-N-(3-fluoro-4-methoxyphenyl)-1-(2,3,4,5-tetrafluoro-6-(methylsulfonyl)phenyl)methanimine FC=1C=C(C=CC1OC)/N=C/C1=C(C(=C(C(=C1S(=O)(=O)C)F)F)F)F